(R)-1-HYDROXY-N,N-BIS(4-METHOXYBENZYL)-3-((R)-TETRAHYDROFURAN-2-YL)PROPANE-2-SULFONAMIDE OC[C@@H](C[C@@H]1OCCC1)S(=O)(=O)N(CC1=CC=C(C=C1)OC)CC1=CC=C(C=C1)OC